C[N+](C)(C)[C@@H](CC1=CN=C(N1)S(=O)C[C@@H](C(=O)[O-])[NH3+])C(=O)[O-] The molecule is an L-alpha-amino acid zwitterion formed from hercynylcysteine sulfoxide by transfer of a proton from the carboxy to the amino group; major species at pH 7.3. It is a tautomer of a hercynylcysteine sulfoxide.